FC1=CC(=C(C(=O)N)C=C1)NC(=O)C1(CC1)C(F)(F)F 4-fluoro-2-[[1-(trifluoromethyl)cyclopropanecarbonyl]amino]benzamide